2,3-dihydro-3-hydroxy-2-oxo-lysergic acid diethylamide C(C)N(C(=O)[C@H]1CN(C)[C@@H]2CC3(C(NC4=CC=CC(C2=C1)=C34)=O)O)CC